C1NC(CC2=CC=CC=C12)C(=O)O Tetrahydro-isoquinoline-3-carboxylic Acid